C(#N)[C@@H](NC(C1=CC=C(C=C1)C1=NC(=NC=C1C)NC=1C=NN(C1)C1CC1)=O)C1CC1 (S)-N-(cyano(cyclopropyl)methyl)-4-(2-((1-cyclopropyl-1H-pyrazol-4-yl)amino)-5-methylpyrimidin-4-yl)benzamide